C12=CC(=CC=C1)C(=O)OC(C(C1=NC=CC=C1)OC2=O)C=2C=NC=CC2 (1-(2-pyridyl)-2-(3-pyridyl) ethylene) (1,3-benzenedicarboxylate)